4-(4-(cyclopropanesulfonamido)-2-methylphenyl)-1H-pyrrolo[2,3-b]pyridin C1(CC1)S(=O)(=O)NC1=CC(=C(C=C1)C1=C2C(=NC=C1)NC=C2)C